C[N-]C.C[N-]C.C[N-]C.C[N-]C.[Ti+4] titanium tetra(dimethylamide)